6-cyclopropyl-1-(2-isopropyl-4-methylpyridin-3-yl)-7-(2-methoxyphenyl)-4-(piperazine-1-yl)pyrido[2,3-d]pyrimidin-2(1H)-one C1(CC1)C1=CC2=C(N(C(N=C2N2CCNCC2)=O)C=2C(=NC=CC2C)C(C)C)N=C1C1=C(C=CC=C1)OC